dimethyl-3-hydroxypropyl-2,3-dioleoyloxypropylammonium bromide [Br-].C[N+](CC(COC(CCCCCCC\C=C/CCCCCCCC)=O)OC(CCCCCCC\C=C/CCCCCCCC)=O)(CCCO)C